CC=1C=C2C(NNC(C2=CC1)=O)=O 6-methyl-2,3-dihydro-phthalazine-1,4-dione